FCCCN1C[C@@H](CC1)OC=1C=C(C=CC1)C1=CCCCC2=C1C=CC(=C2)C(=O)OC methyl (R)-9-(3-((1-(3-fluoropropyl)pyrrolidin-3-yl)oxy)phenyl)-6,7-dihydro-5H-benzo[7]annulene-3-carboxylate